ClC=1C=C(CN(C(CN2C=NC3=CC=C(C=C3C2=O)C2CCN(CC2)C([C@@H](C(C)C)O)=O)=O)C)C=CC1C#N (R)-N-(3-chloro-4-cyanobenzyl)-2-(6-(1-(2-hydroxy-3-methylbutanoyl)piperidin-4-yl)-4-oxoquinazolin-3(4H)-yl)-N-methylacetamide